5-((5-((4'-chloro-5,5-dimethyl-3,4,5,6-tetrahydro-[1,1'-biphenyl]-2-yl)methyl)-2,5-diazabicyclo[2.2.2]octan-2-yl)methyl)-2-(2,6-dioxopiperidin-3-yl)isoindoline-1,3-dione ClC1=CC=C(C=C1)C1=C(CCC(C1)(C)C)CN1C2CN(C(C1)CC2)CC=2C=C1C(N(C(C1=CC2)=O)C2C(NC(CC2)=O)=O)=O